ethyl 3-(4-chlorophenyl)-2,2-difluoro-3-hydroxybutanoate ClC1=CC=C(C=C1)C(C(C(=O)OCC)(F)F)(C)O